5,6-dichloro-pyridine-3-carboxamide ClC=1C=C(C=NC1Cl)C(=O)N